tert-butyl 5-{5-(2-chloropyrimidin-4-yl)-4-[3-(2,5-difluorobenzenesulfonylamino)-2-fluoro-phenyl]-thiazol-2-yl}-2,2-dimethylmorpholine-4-carboxylate ClC1=NC=CC(=N1)C1=C(N=C(S1)C1COC(CN1C(=O)OC(C)(C)C)(C)C)C1=C(C(=CC=C1)NS(=O)(=O)C1=C(C=CC(=C1)F)F)F